C(C)(C)(C)OC(NC1C(N(CC1)C1=C(C(=C(C=C1)C1=C(C=CC=C1)P(=O)(C)C)F)C(F)(F)F)=O)=O (1-(2'-(dimethylphosphoryl)-2-fluoro-3-(trifluoromethyl)-[1,1'-biphenyl]-4-yl)-2-oxopyrrolidin-3-yl)carbamic acid tert-butyl ester